C(C)P(C1=C(SC(=C1P(CC)CC)C)C)CC 3,4-bis(diethylphosphino)-2,5-dimethylthiophene